FC=C1C[C@@]2(CCCN2C1)CO (S)-(2-(Fluoromethylene)tetrahydro-1H-pyrrolizin-7a(5H)-yl)methanol